diisopropoxymethyl(2-isopropenylphenyl)silane C(C)(C)OC(OC(C)C)[SiH2]C1=C(C=CC=C1)C(=C)C